OC(=O)C(F)(F)F.FC1(CNCCC1C1=CC=C2C(=NN(C2=C1)C)C1C(NC(CC1)=O)=O)F 3-[6-(3,3-difluoro-4-piperidinyl)-1-methyl-indazol-3-yl]piperidine-2,6-dione TFA salt